CC1CC(CCC1N)CC2CCC(C(C2)C)N 3,3'-DiMethyl-4,4'-diaminodicyclohexylmethane